FC(C=1C=NC(=NC1)N1C(C=NC=C1)=O)(F)F (5-(trifluoromethyl)pyrimidin-2-yl)pyrazin-2(1H)-one